5-((diethoxyphosphoryl)difluoromethyl)benzo[d]thiazole-2-carboxylic acid ethyl ester C(C)OC(=O)C=1SC2=C(N1)C=C(C=C2)C(F)(F)P(=O)(OCC)OCC